tetrafluoroboric acid copper [Cu].F[B-](F)(F)F.[H+]